5-bromo-3-((2-(2-ethoxy-2-oxoethyl)-5-methoxyphenoxy)methyl)benzofuran-2-carboxylic acid BrC=1C=CC2=C(C(=C(O2)C(=O)O)COC2=C(C=CC(=C2)OC)CC(=O)OCC)C1